Propadien C=C=C